3,7,11,15-tetramethylol-2-hexadecen-1-ol C(O)C(=CCO)CCCC(CCCC(CCCC(C)CO)CO)CO